selenium octanoic acid-R-methylbenzylamine salt CNCC1=CC=CC=C1.C(CCCCCCC)(=O)[O-].[Se+2].C(CCCCCCC)(=O)[O-]